(R)-2-([diphenylmethylene]amino)-3-(2-iodophenyl)propanoic acid tert-butyl ester C(C)(C)(C)OC([C@@H](CC1=C(C=CC=C1)I)N=C(C1=CC=CC=C1)C1=CC=CC=C1)=O